ClC1=CC=2N(C=C1)C=C(N2)C=2N(C(NN2)=S)CC=2SC=CC2 5-(7-Chloroimidazo[1,2-a]pyridin-2-yl)-4-(thiophen-2-ylmethyl)-2,4-dihydro-3H-1,2,4-triazole-3-thione